ClC1=NC=CC=C1SC=1C=2N(C=NC1)C=CN2 8-((2-chloropyridin-3-yl)thio)imidazo[1,2-c]pyrimidin